C1(CC1)C(=O)N1CCN(CC1)C=1C=NC(=CC1)NC1=NC=C(C(=N1)C=1C=C2C=CC=NC2=C(C1)F)F Cyclopropyl(4-(6-((5-fluoro-4-(8-fluoroquinolin-6-yl)pyrimidin-2-yl)amino)pyridin-3-yl)piperazin-1-yl)methanone